FC=1C=C(C=C(C1F)F)C=1N=CC=C2C=C(C=NC12)C(=O)N 8-(3,4,5-trifluorophenyl)-1,7-naphthyridine-3-carboxamide